N-[(3S,4S)-1,3-dimethyl-4-piperidyl]-6-[3-[2-methoxy-4-(3,3,3-trifluoropropylsulfonyl)anilino]prop-1-ynyl]-1-(2,2,2-trifluoroethyl)benzimidazole-4-carboxamide CN1C[C@@H]([C@H](CC1)NC(=O)C1=CC(=CC=2N(C=NC21)CC(F)(F)F)C#CCNC2=C(C=C(C=C2)S(=O)(=O)CCC(F)(F)F)OC)C